COC=1C=C(C=CC1C)NS(=O)(=O)C1=CC=C(C=C1)NC(NCC=1C=NC=CC1)=O 3-{4-[(3-methoxy-4-methylphenyl)sulfamoyl]phenyl}-1-(pyridin-3-ylmethyl)urea